phenyl-mellitic acid C1(=CC=CC=C1)OC(C1=C(C(=O)O)C(C(=O)O)=C(C(=O)O)C(C(=O)O)=C1C(=O)O)=O